C(C)(C)(C)C=1C=C(NC2=CC(=CC=C2)Cl)C=C(C1)C(C)(C)C 3,5-di-tert-butyl-N-(3-chlorophenyl)aniline